BrC1=C(N)C=CC(=C1)C(C)(C)C 2-bromo-4-tertiary butyl-aniline